6-(2,2-difluoroethoxy)-2,5-difluoro-pyridin-3-amine FC(COC1=C(C=C(C(=N1)F)N)F)F